2,6-di-n-propoxypyridine C(CC)OC1=NC(=CC=C1)OCCC